OC[C@@H]1OCCN(C1)[C@@H]1CNCC1 (S)-3-((R)-2-(hydroxymethyl)morpholino)pyrrolidin